6-(3-(2,6-dichlorophenyl)azetidin-1-yl)pyridine-3-carbaldehyde ClC1=C(C(=CC=C1)Cl)C1CN(C1)C1=CC=C(C=N1)C=O